C(C)(C)(C)C1=CC=C(C=C1)N(C1=CC(=C(C=O)C(=C1)C)C)C1=CC=C(C=C1)C(C)(C)C 4-(bis(4-(tert-butyl)phenyl)amino)-2,6-dimethylbenzaldehyde